tert-butyl (2S,5S)-5-(((tert-butyldiphenylsilyl)oxy)methyl)-2-((2-(4-fluoro-3-methylisoquinolin-1-yl)propan-2-yl)carbamoyl)morpholine-4-carboxylate [Si](C1=CC=CC=C1)(C1=CC=CC=C1)(C(C)(C)C)OC[C@@H]1CO[C@@H](CN1C(=O)OC(C)(C)C)C(NC(C)(C)C1=NC(=C(C2=CC=CC=C12)F)C)=O